NC1CCC(CC1)C1=CN(C2=C1C=NC(=C2)NC(C)=O)C2=NC(=CC(=C2)C)[C@]2(COCC2)OC N-(3-((1s,4S)-4-aminocyclohexyl)-1-(6-((R)-3-methoxytetrahydrofuran-3-yl)-4-methyl-pyridin-2-yl)-1H-pyrrolo[3,2-c]pyridin-6-yl)acetamide